tert-butyl (S)-2-((tert-butoxycarbonyl)amino)-3-(6-cyanopyridin-2-yl)propanoate C(C)(C)(C)OC(=O)N[C@H](C(=O)OC(C)(C)C)CC1=NC(=CC=C1)C#N